O[C@H](C(=O)NC1=CC=C(C=C1)[N+](=O)[O-])CC (S)-2-hydroxy-N-(4-nitrophenyl)butyramide